C(C)(C)(C)[Si](OCC=1C=C(OCC=2C=C(C=O)C=CC2)C=C(C1)OC)(C)C 3-((3-((tert-butyl-(dimethyl)silyl)oxymethyl)-5-methoxy-phenoxy)methyl)benzaldehyde